FC(C=1C(=C(C=CC1)[C@@H](C)NC1=NC(=NC2=CC(=C(C=C12)OC)C(=O)O)C)F)F (R)-4-((1-(3-(difluoromethyl)-2-fluorophenyl)ethyl)amino)-6-methoxy-2-methyl-quinazoline-7-carboxylic acid